N-[2-[[4-[1-methyl-4-(4-pyridinyl)pyrazol-3-yl]phenoxy]methyl]-4-quinolinyl]methanesulfonamide CN1N=C(C(=C1)C1=CC=NC=C1)C1=CC=C(OCC2=NC3=CC=CC=C3C(=C2)NS(=O)(=O)C)C=C1